FC1=C(OC2=C(N=C(S2)C(=O)[O-])C)C=CC(=C1)N1N=C2N(C1=O)[C@@H](CO2)C2=CC=CC=C2 (R)-5-(2-fluoro-4-(3-oxo-5-phenyl-5,6-dihydrooxazolo[2,3-c][1,2,4]triazol-2(3H)-yl) phenoxy)-4-methylthiazole-2-carboxylate